ClC=1C=C(CN(C(=O)C2=C(C=NN2C)[N+](=O)[O-])[C@@H](C(=O)OC)CC2=NC=CC=C2)C=CC1C(NC1=NC=CC(=C1)OC)=O methyl (R)-2-(N-(3-chloro-4-((4-methoxypyridin-2-yl)carbamoyl)benzyl)-1-methyl-4-nitro-1H-pyrazole-5-carboxamido)-3-(pyridin-2-yl)propanoate